FCCN1C(N(C(C(=C1)C(=O)OCC)=O)C1=CC=C(C=C1)F)=O Ethyl 1-(2-fluoroethyl)-3-(4-fluorophenyl)-2,4-dioxo-1,2,3,4-tetrahydropyrimidine-5-carboxylate